tert-butyl 2-((2-(6-(2-((6-bromobenzo[d]thiazol-2-yl)amino)-2-oxoethyl)-2,6-diazaspiro[3.3]heptan-2-yl)pyrimidin-5-yl)oxy)acetate BrC1=CC2=C(N=C(S2)NC(CN2CC3(CN(C3)C3=NC=C(C=N3)OCC(=O)OC(C)(C)C)C2)=O)C=C1